C(C)(=O)C1=CC2=C(O1)C(=C1C=CC=CC1=C2OC(=O)NCCNCC(=O)O)OC(=O)NCCNCC(=O)O (((((2-acetylnaphtho[2,3-b]furan-4,9-diyl)bis(oxy))bis(carbonyl))bis(azanediyl))bis(ethane-2,1-diyl))bis(azanediyl)diacetic acid